tert-butylbenzyl formate C(=O)OC(C1=CC=CC=C1)C(C)(C)C